C(C)(C)(C)OC(=O)NC1=CC=C(OC2=C(C=C(C=C2)NC2=C3C=C(NC3=C(C=C2)F)C(=O)O)Cl)C=C1 4-((4-(4-((tert-butoxycarbonyl)amino)phenoxy)-3-chlorophenyl)amino)-7-fluoro-1H-indole-2-carboxylic acid